(S)-1-(2-chloroacetyl)-7-(4-fluorobenzyl)-N,2-dimethyl-2,3-dihydro-1H-pyrido[2,3-b][1,4]oxazine-6-carboxamide ClCC(=O)N1C2=C(OC[C@@H]1C)N=C(C(=C2)CC2=CC=C(C=C2)F)C(=O)NC